BrC=1C=NC=CC1C(N)=NO 3-bromo-N'-hydroxypyridine-4-carboximidamide